C1(=CCCCC1)C=1C=CC=C2C=C(C=NC12)C(=O)N[C@H](CO)C (S)-8-(cyclohex-1-en-1-yl)-N-(1-hydroxypropan-2-yl)quinoline-3-carboxamide